N-(5-bromo-3-pyridyl)-5-chloro-4-(4-chlorophenyl)pyrimidin-2-amine BrC=1C=C(C=NC1)NC1=NC=C(C(=N1)C1=CC=C(C=C1)Cl)Cl